FC(S(=O)(=O)OC=1C=2N(C=C(C1)NCC)N=CC2)(F)F 6-(ethylamino)pyrazolo[1,5-a]pyridin-4-yl trifluoromethanesulfonate